Cl.O1N=C(C2=C1C=CC=C2)C2=C(C=CC=C2)[C@H](CC2=NC=C(C=C2)C)N (S)-1-[2-(Benzo[d]isoxazol-3-yl)phenyl]-2-(5-methylpyridine-2-yl)ethan-1-amine hydrochloride